C1(CC1)C=1C=NC(=NC1)N1C[C@H]([C@@H](CC1)N1C([C@@H](CC1)OC[C@H](C)OC1=C(C(N(N=C1)CC1=CC=C(C=C1)OC)=O)C(F)(F)F)=O)O 5-(((S)-1-(((R)-1-((3R,4R)-1-(5-cyclopropylpyrimidin-2-yl)-3-hydroxypiperidin-4-yl)-2-oxopyrrolidin-3-yl)oxy)propan-2-yl)oxy)-2-(4-methoxybenzyl)-4-(trifluoromethyl)pyridazin-3(2H)-one